2-formyl-1-(phenylsulfonyl)-1H-pyrrolo[2,3-b]-pyrrole C(=O)C1=CC2=C(NC=C2)N1S(=O)(=O)C1=CC=CC=C1